ClC1=C(C=C(C=C1)C=1C(=C(C=CC1OCC1=CC=C(C=C1)Cl)C1=CC(=NN1C)C(F)(F)F)O)C(F)(F)F 4'-chloro-6-((4-chlorobenzyl)oxy)-3-(1-methyl-3-(trifluoromethyl)-1H-pyrazol-5-yl)-3'-(trifluoromethyl)-[1,1'-biphenyl]-2-ol